NC1=CC=C(C=N1)/C=C/C(=O)NCC1=NN2C(C=C(C=C2C2=CC=C(C=C2)F)C2=CC=C(C=C2)C(=O)N2CC(CC2)(C)F)=C1 (E)-3-(6-aminopyridin-3-yl)-N-((5-(4-(3-fluoro-3-methylpyrrolidine-1-carbonyl)phenyl)-7-(4-fluorophenyl)pyrazolo[1,5-a]pyridin-2-yl)methyl)acrylamide